1-(4-fluoro-phenyl)-4,4-dimethylpent-1-en-3-one FC1=CC=C(C=C1)C=CC(C(C)(C)C)=O